(2R)-1-(5-(1-(2-(3-((4,6-Difluoro-1H-indol-5-yl)oxy)phenyl)-1H-imidazol-5-yl)-1-hydroxyethyl)isoindolin-2-yl)-2-hydroxypropan-1-one FC1=C2C=CNC2=CC(=C1OC=1C=C(C=CC1)C=1NC(=CN1)C(C)(O)C=1C=C2CN(CC2=CC1)C([C@@H](C)O)=O)F